CN1N=CC(=C1C1=NC=C(C(=C1)N1CCC(CC1)C(=O)NCC=1SC=CN1)F)C 1-(2-(1,4-dimethyl-1H-pyrazol-5-yl)-5-fluoropyridin-4-yl)-N-(thiazol-2-ylmethyl)piperidine-4-carboxamide